Amphetamine-D5 [2H]C1=C(C(=C(C(=C1[2H])[2H])CC(C)N)[2H])[2H]